Methyl-1-(6-chloropyridazin-4-yl)-4-cyclopropoxypiperidine-4-carboxylate COC(=O)C1(CCN(CC1)C1=CN=NC(=C1)Cl)OC1CC1